dimethyl-laurylamine CN(CCCCCCCCCCCC)C